N-(1-(2-(2,6-dioxopiperidin-3-yl)-1,3-dioxoisoindolin-4-yl)azetidin-3-yl)-5-(4-((7-ethyl-6-oxo-5,6-dihydro-1,5-naphthyridin-3-yl)methyl)piperazin-1-yl)picolinamide O=C1NC(CCC1N1C(C2=CC=CC(=C2C1=O)N1CC(C1)NC(C1=NC=C(C=C1)N1CCN(CC1)CC=1C=NC=2C=C(C(NC2C1)=O)CC)=O)=O)=O